8-(2-Thiophenyl)thioguanosine S1C(=CC=C1)C=1N([C@H]2[C@H](S)[C@H](O)[C@@H](CO)O2)C=2N=C(NC(C2N1)=O)N